5-chloro-6-fluoro-2,7-dimethyl-2H-indazole ClC1=CC2=CN(N=C2C(=C1F)C)C